O-(7-azabenzotriazolyl)-tetramethyluronium N1N=NC2=C1N=CC=C2OC(=[N+](C)C)N(C)C